COC1=CC=C(C=C1)C[C@]1(CC[C@@H](N1)[C@@H](O)C1=CC(=CC=C1)F)C (S)-{(2R,5R)-5-[(p-methoxyphenyl)methyl]-5-methyl-2-pyrrolidinyl}(m-fluorophenyl)methanol